3-{6-[(7-fluoro-2-methyl-1H-1,3-benzodiazol-6-yl)oxy]-3-{1-[(1-hydroxycyclopropyl)methyl]-1H-pyrazol-4-yl}quinoxalin-5-yl}-1,3-oxazolidin-2-one FC1=C(C=CC2=C1NC(=N2)C)OC=2C(=C1N=C(C=NC1=CC2)C=2C=NN(C2)CC2(CC2)O)N2C(OCC2)=O